N-(5-(tert-butyl)-1-(2-oxaspiro[3.3]heptan-6-yl)-1H-pyrazol-3-yl)-7-chloro-1-methyl-6-(pyrazolo[1,5-a]pyrimidin-6-yloxy)-1H-imidazo[4,5-b]pyridin-2-amine C(C)(C)(C)C1=CC(=NN1C1CC2(COC2)C1)NC=1N(C=2C(=NC=C(C2Cl)OC=2C=NC=3N(C2)N=CC3)N1)C